3-fluoro-5-[(2H3)methoxy]-2-(4-{[(3R)-1-methylpiperidin-3-yl]amino}pyrrolo[1,2-d][1,2,4]triazin-1-yl)phenol FC=1C(=C(C=C(C1)OC([2H])([2H])[2H])O)C=1C=2N(C(=NN1)N[C@H]1CN(CCC1)C)C=CC2